OC1(CCC(CC1)CNC1=C(C=C(C=N1)S(=O)(=O)NC(C1=CC=CC=C1)=O)[N+](=O)[O-])C N-((6-(((4-hydroxy-4-methylcyclohexyl)methyl)amino)-5-nitroPyridin-3-yl)sulfonyl)benzamide